(S)-N-(7-(3-hydroxy-3-methylbut-1-yn-1-yl)-5-methyl-4-oxo-2,3,4,5-tetrahydrobenzo[b][1,4]oxazepin-3-yl)-4-((1-methyl-1H-pyrazol-4-yl)oxy)pyridineamide OC(C#CC1=CC2=C(OC[C@@H](C(N2C)=O)NC(=O)C2=NC=CC(=C2)OC=2C=NN(C2)C)C=C1)(C)C